Cl.C12CN(CC(CCC1)N2)C=2C=CC=1N(C(N=C(N1)C=1C=C(C=3N(C1)C=C(N3)C)F)=O)C2 7-(3,9-diazabicyclo[3.3.1]nonan-3-yl)-2-(8-fluoro-2-methylimidazo[1,2-a]pyridin-6-yl)-4H-pyrido[1,2-a][1,3,5]triazin-4-one hydrochloride